O=C1NC(CCC1N1C(C2=CC=C(C=C2C1=O)N1CC2(CCN(C2)C(=O)OC(C)(C)C)CC1)=O)=O tert-butyl 7-[2-(2,6-dioxo-3-piperidyl)-1,3-dioxo-isoindolin-5-yl]-2,7-diazaspiro[4.4]nonane-2-carboxylate